8-chloro-2-(6-chloro-3-pyridinyl)quinazoline-4-carboxylic acid ClC=1C=CC=C2C(=NC(=NC12)C=1C=NC(=CC1)Cl)C(=O)O